6-Bromo-2,8-dimethyl-imidazo[1,2-a]pyrazine BrC=1N=C(C=2N(C1)C=C(N2)C)C